pyrazolo[3,4-d]pyrimidin-6-one N1=NC=C2C1=NC(N=C2)=O